COC1=CC2=C(C=3C=C(OC31)C)C=C(S2)C(CC(C(=O)O)C)=O 4-(4-methoxy-2-methylthieno[3,2-e]benzofuran-7-yl)-2-methyl-4-oxobutanoic acid